5-((2-bromo-5-iso-propyl-pyridin-4-yl)oxy)-N4-ethyl-pyrimidine-2,4-diamine BrC1=NC=C(C(=C1)OC=1C(=NC(=NC1)N)NCC)C(C)C